N1C=NC(=C1)CCNC1=NC(=NC=2N1N=CC2C#N)NC2=CC=CC=C2 4-(2-(1h-imidazol-4-yl)ethylamino)-2-(phenylamino)pyrazolo[1,5-a][1,3,5]triazine-8-carbonitrile